5-(8-(6,6-difluoro-2-azabicyclo[2.2.1]heptan-2-yl)imidazo[1,2-b]pyridazin-6-yl)pyrimidine-2,4(1H,3H)-dione FC1(CC2CN(C1C2)C=2C=1N(N=C(C2)C=2C(NC(NC2)=O)=O)C=CN1)F